4-[(3-carboxy-2-hydroxynaphthalen-1-yl)methyl]-3-hydroxynaphthalene-2-carboxylic acid C(=O)(O)C=1C(=C(C2=CC=CC=C2C1)CC1=C(C(=CC2=CC=CC=C12)C(=O)O)O)O